(2R,8aS)-2-(2,3-dichloro-6-hydroxyphenyl)-5-oxo-octahydroindolizine-7-carbonitrile ClC1=C(C(=CC=C1Cl)O)[C@H]1C[C@H]2CC(CC(N2C1)=O)C#N